Methyl (R)-4-(3-fluoro-2-((S)-1-fluoroethyl) phenyl)-2-(fluoromethyl)-5-oxo-4,5,6,7-tetrahydro-1H-cyclopenta[b]pyridine-3-carboxylate FC=1C(=C(C=CC1)[C@@H]1C2=C(NC(=C1C(=O)OC)CF)CCC2=O)[C@H](C)F